C(C1=CC=CC=C1)OC(=O)NC(COCCC(=O)O)COCCC(=O)O 3,3'-((2-(((benzyloxy)carbonyl)amino)propane-1,3-diyl)bis(oxy))dipropionic acid